3-(6-cyano-4-(trifluoromethyl)pyridin-3-yl)-5,5-dimethyl-4-oxo-2-thioxoimidazolidin C(#N)C1=CC(=C(C=N1)N1C(NC(C1=O)(C)C)=S)C(F)(F)F